C(C)(C)(C)C1=NOC(=N1)C(=O)N[C@H](C)C1=C(C=C(C=C1)C1=NC(=NC=C1)NC1=NC=C(C=C1)N1CCNCC1)C (R)-3-(tert-butyl)-N-(1-(2-methyl-4-(2-((5-(piperazin-1-yl)pyridin-2-yl)amino)pyrimidin-4-yl)phenyl)ethyl)-1,2,4-oxadiazole-5-carboxamide